C=1C=CN2CC(C=CC12)=O indolizin-6-one